1-[(S)-3-hydroxypyrrolidinamido] (2E,4E,6E,8E,10E,12E,14E,16Z,18E)-4,8,13,17-tetramethylicosa-2,4,6,8,10,12,14,16,18-nonaenedioate C/C(/C=C/C(=O)ONC(=O)N1C[C@H](CC1)O)=C\C=C\C(=C\C=C\C=C(\C=C\C=C(/C=C/C(=O)[O-])\C)/C)\C